C1(=CC=CC=C1)CC[C@@H](C(=O)OCC)NC(CCC1=CC=CC=C1)=O ethyl (S)-4-phenyl-2-(3-phenylpropanamido)butanoate